N-(2,2,2-trichloroethoxycarbonyl)proline ClC(COC(=O)N1[C@@H](CCC1)C(=O)O)(Cl)Cl